6-bromo-3,3-difluoro-2,3-dihydro-1H-indene-5-carbonitrile BrC1=C(C=C2C(CCC2=C1)(F)F)C#N